C(C)(C)(C)OC(=O)N1[C@H](CN(CC1)CC1=C(C=CC(=C1)Cl)OCC)C.COC1=CC=C(CN(C(C2=CC=CC=C2)=O)C2=CC(=C(C(=C2)OC)OC)OC)C=C1 N-(4-methoxybenzyl)-N-(3,4,5-trimethoxyphenyl)benzamide tert-butyl-(S)-4-(5-chloro-2-ethoxybenzyl)-2-methylpiperazine-1-carboxylate